2-(PENTYLOXY)ACETIC ACID C(CCCC)OCC(=O)O